FC(C1=NNC(=C1C(F)(F)F)C(=O)OCC)F ethyl 3-(difluoromethyl)-4-(trifluoromethyl)-1H-pyrazole-5-carboxylate